ClC=1C=C(OC2=C(N=NN2)C(=O)O)C=C(C1)C#CS(N(C)C)(=O)=O 5-(3-chloro-5-((N,N-dimethylsulfamoyl)ethynyl)phenoxy)-1H-1,2,3-triazole-4-carboxylic acid